4-(5-nitro-4-(2-oxo-2,3-dihydrobenzo[d]oxazol-5-ylamino)pyrimidin-2-ylamino)benzamide trifluoroacetate salt FC(C(=O)O)(F)F.[N+](=O)([O-])C=1C(=NC(=NC1)NC1=CC=C(C(=O)N)C=C1)NC=1C=CC2=C(NC(O2)=O)C1